(Rac)-ethyl-4-(2-ethoxy-2-oxoethyl)-3-(6-phenyl-9H-purin-9-yl)tetrahydrothiophene-3-carboxylate C(C)OC(=O)C1(CSCC1CC(=O)OCC)N1C2=NC=NC(=C2N=C1)C1=CC=CC=C1